trans-4-((4-(2-Cyclopropyloxazol-4-yl) pyridin-2-yl)((trans-4-(5-methoxy-6-methylpyridin-2-yl)cyclohexyl)methyl) carbamoyl)cyclohexyl 2-methylmorpholine-4-carboxylate CC1CN(CCO1)C(=O)O[C@@H]1CC[C@H](CC1)C(N(C[C@@H]1CC[C@H](CC1)C1=NC(=C(C=C1)OC)C)C1=NC=CC(=C1)C=1N=C(OC1)C1CC1)=O